CN1C(N(C2=NC=CC=C21)C=2C=NC(=CC2)N[C@@H]2C[C@H](CC2)NC=2OC1=NC=CC=C1N2)=O 1-Methyl-3-(6-(((1S,3S)-3-(oxazolo[5,4-b]pyridin-2-ylamino)cyclopentyl)amino)pyridin-3-yl)-1,3-dihydro-2H-imidazo[4,5-b]pyridin-2-one